4-Fluoro-7-nitrobenzofurazan FC1=CC=C(C=2C1=NON2)[N+](=O)[O-]